butyl N2-(tert-butoxycarbonyl)-N6-(2-((S)-4-(4-chlorophenyl)-2,3,9-trimethyl-6H-thieno[3,2-f][1,2,4]triazolo[4,3-a][1,4]diazepin-6-yl)acetyl)lysinate C(C)(C)(C)OC(=O)N[C@@H](CCCCNC(C[C@H]1C=2N(C3=C(C(=N1)C1=CC=C(C=C1)Cl)C(=C(S3)C)C)C(=NN2)C)=O)C(=O)OCCCC